N-((1-(6-(6-(Difluoromethyl)imidazo[1,2-b]pyridazin-3-yl)pyrimidin-4-yl)-5-methylpiperidin-3-yl)methyl)methanesulfonamide FC(C=1C=CC=2N(N1)C(=CN2)C2=CC(=NC=N2)N2CC(CC(C2)C)CNS(=O)(=O)C)F